C(C)(C)(C)N(C(O)=O)[C@H]1CN(C[C@@H](C1)F)C1=NC2=C(N1C)C=C(C(=C2Br)N)C.C(CCCCC(=O)O)(=O)O.C(CCCO)O butylene glycol e-adipate tert-butyl-((3R,5R)-1-(5-amino-4-bromo-1,6-dimethyl-1H-benzo[d]imidazol-2-yl)-5-fluoropiperidin-3-yl)carbamate